COC1=NC=NC(=C1B1OC(C(O1)(C)C)(C)C)C(F)(F)F 4-methoxy-5-(4,4,5,5-tetramethyl-1,3,2-dioxaborolan-2-yl)-6-(trifluoromethyl)pyrimidine